tetraglycidyl-bis(4-aminophenyl)-1,4-diisopropylbenzene C(C1CO1)C1(C(C(=C(C(=C1C(C)C)C1=CC=C(C=C1)N)C1=CC=C(C=C1)N)C(C)C)(CC1CO1)CC1CO1)CC1CO1